3-(4-((3-((R)-3-(4-amino-3-(4-phenoxyphenyl)-1H-pyrazolo[3,4-d]pyrimidin-1-yl)piperidin-1-yl)propyl)thio)-1-oxoisoindolin-2-yl)piperidine-2,6-dione NC1=C2C(=NC=N1)N(N=C2C2=CC=C(C=C2)OC2=CC=CC=C2)[C@H]2CN(CCC2)CCCSC2=C1CN(C(C1=CC=C2)=O)C2C(NC(CC2)=O)=O